1-(4-(4-methylpiperidin-1-yl)-3-(trifluoromethyl)phenyl)cyclohexane-1,4-diamine CC1CCN(CC1)C1=C(C=C(C=C1)C1(CCC(CC1)N)N)C(F)(F)F